2-cyclopropyl-4-(4,4,5,5-tetramethyl-1,3,2-dioxaborolan-2-yl)phenol C1(CC1)C1=C(C=CC(=C1)B1OC(C(O1)(C)C)(C)C)O